3-({6-[2-(5-chloro-2-methoxypyridine-3-sulfonamido)-3-fluoropyridin-4-yl]quinazolin-2-yl}amino)-N-methylcyclopentane-1-carboxamide ClC=1C=C(C(=NC1)OC)S(=O)(=O)NC1=NC=CC(=C1F)C=1C=C2C=NC(=NC2=CC1)NC1CC(CC1)C(=O)NC